[2-[(2,4-dimethoxyphenyl)methylamino]pyridin-4-yl]boronic acid COC1=C(C=CC(=C1)OC)CNC1=NC=CC(=C1)B(O)O